cis-4-Aminocyclohexane-1-carboxylic acid N[C@H]1CC[C@H](CC1)C(=O)O